3-(11-Oxo-8-(trifluoromethoxy)-10,11-dihydrodibenzo[b,f][1,4]oxazepin-2-yl)benzamide O=C1NC2=C(OC3=C1C=C(C=C3)C=3C=C(C(=O)N)C=CC3)C=CC(=C2)OC(F)(F)F